C(C1=CC=CC=C1)OC(=O)N1C[C@H](CC1)C(=O)N1CCN(CC1)C(=O)OC(C)(C)C tert-butyl (S)-4-(1-((benzyloxy)carbonyl)pyrrolidine-3-carbonyl)piperazine-1-carboxylate